benzyl (R)-2-methyl-3-oxopiperazine-1-carboxylate C[C@H]1N(CCNC1=O)C(=O)OCC1=CC=CC=C1